C(C)OC=1C=C(C=2N(C1)N=C1C2C=NN1)C=1C=CC(=NC1)N1CCC2(CCN(C2)NC(C2=C(C=CC=C2F)Cl)=O)CC1 N-(8-(5-(6-Ethoxy-1H-pyrazolo[3',4':3,4]pyrazolo[1,5-a]pyridin-4-yl)pyridine-2-yl)-2,8-diazaspiro[4.5]decan-2-yl)-2-chloro-6-fluorobenzamide